C(C)OC1=C(C(=O)NC[C@@H](O)[C@H]2N(CC3=CC(=CC=C3C2)OCC2=CC=NN2)C(=O)OC(C)(C)C)C=CC(=C1)C(=O)N1C2COCC1CC2 tert-Butyl (3S)-3-[(1R)-2-[[2-ethoxy-4-(3-oxa-8-azabicyclo[3.2.1]octane-8-carbonyl)benzoyl]-amino]-1-hydroxy-ethyl]-7-(1H-pyrazol-5-ylmethoxy)-3,4-dihydro-1H-isoquinoline-2-carboxylate